[1,4]Oxazine-5-carboxylic acid O1CC=NC(=C1)C(=O)O